COC1=CC=C(CN(S(=O)(=O)C=2C=C(CCOC3=NC=CC(=C3)C3=C(C(=CC(=C3)F)C(C)C)CC(=O)O)C=CC2F)CC2=CC=C(C=C2)OC)C=C1 2-(2-(2-(3-(N,N-bis(4-methoxybenzyl)sulfamoyl)-4-fluoro-phenethyloxy)pyridin-4-yl)-4-fluoro-6-isopropylphenyl)acetic acid